3-methoxy-5-methylphenyl-2,4-dihydroxy-6-methylbenzoate COC=1C=C(C=C(C1)C)OC(C1=C(C=C(C=C1C)O)O)=O